6-(2,4-dimethylpyrazol-3-yl)-N-[2-[2-(tetrahydropyran-4-ylmethyl)-3,3a,4,5,6,6a-hexahydro-1H-cyclopenta[c]pyrrol-4-yl]ethyl]pyridazin-3-amine CN1N=CC(=C1C1=CC=C(N=N1)NCCC1CCC2CN(CC21)CC2CCOCC2)C